6-((1-methyl-5-((2-methyl-2-azaspiro[3.3]heptan-6-yl)amino)-3-oxoisoindolin-2-yl)methyl)benzo[d]oxazol-2(3H)-one CC1N(C(C2=CC(=CC=C12)NC1CC2(CN(C2)C)C1)=O)CC1=CC2=C(NC(O2)=O)C=C1